bis-ethylcarbonate C(C)OC(OCC)=O